1-((1S,4S)-5-(4-((5-Chloro-3-fluoro-4-methylpyridin-2-yl)amino)pyrido[3,2-d]pyrimidin-6-yl)-2,5-diazabicyclo[2.2.1]heptan-2-yl)prop-2-en-1-one ClC=1C(=C(C(=NC1)NC=1C2=C(N=CN1)C=CC(=N2)N2[C@@H]1CN([C@H](C2)C1)C(C=C)=O)F)C